N1C[C@@H](CC1)OCCCCN1CCCC2=CC=CN=C12 (4-(((R)-pyrrolidin-3-yl)oxy)butyl)-1,2,3,4-tetrahydro-1,8-naphthyridine